(2-(1-(4-methoxybenzyl)-6-oxo-5-(trifluoromethyl)-1,6-dihydropyridazin-4-yl)isoindolin-1-yl-methoxy)propanoic acid COC1=CC=C(CN2N=CC(=C(C2=O)C(F)(F)F)N2C(C3=CC=CC=C3C2)COC(C(=O)O)C)C=C1